FC(CN1CC=2N(C=3C=CC=CC3C2)CC1)(F)F 2-(2,2,2-trifluoroethyl)-1,2,3,4-tetrahydropyrazino[1,2-a]indole